(1R,2R)-1-amino-2-(dimethylamino)cyclohexaneN NC1=C(CCCC1)N(C)C